C(CCCCCCCCCCCCCCC)NC(CCC(=O)O)=O 4-(hexadecylamino)-4-oxobutanoic acid